CC1=CC=C(C=C1)S(=O)(=O)NCC=C N-allyl-p-toluenesulfonamide